(7-Chloro-3,4,8,9b-tetraaza-cyclopenta[a]naphthalen-5-yl)-[1-(3-difluoromethyl-2-fluoro-phenyl)-ethyl]-amine ClC=1C=C2C(=NC=3N(C2=CN1)C=CN3)NC(C)C3=C(C(=CC=C3)C(F)F)F